1'-(4'-(1,1-difluoroethyl)-3,5-difluoro-[1,1'-biphenyl]-4-yl)-5'-(1H-pyrazol-3-yl)spiro[cyclopropane-1,3'-imidazo[1,2-a]imidazol]-2'(1'H)-one FC(C)(F)C1=CC=C(C=C1)C1=CC(=C(C(=C1)F)N1C=2N(C3(C1=O)CC3)C(=CN2)C2=NNC=C2)F